ClC1=C(C=C(C=C1)NC(=O)[C@@H]1C([C@H]1C1=CC(=C(C=C1)Cl)Cl)(Cl)Cl)NC(C1=C(C=C(C=C1)C#N)C)=O N-(2-Chloro-5-((1R,3R)-2,2-dichloro-3-(3,4-dichlorophenyl)cyclopropane-1-carboxamido)phenyl)-4-cyano-2-methylbenzamide